2-(2-fluoro-6-(trifluoromethyl)benzyl)-3-hydroxy-N-(4-hydroxyphenyl)-N-Isopropyl-propionamide FC1=C(CC(C(=O)N(C(C)C)C2=CC=C(C=C2)O)CO)C(=CC=C1)C(F)(F)F